ClC1(NC(C2=C(C(=C(C(=C12)Cl)Cl)Cl)Cl)=O)Cl 3,3,4,5,6,7-hexachloroisoindolin-1-one